ethyl (R)-6-hydroxy-3-methylhexanoate OCCC[C@H](CC(=O)OCC)C